OC(COC=1C=CC(=NC1)C1=NN(C=C1NC(=O)C=1OC(=CC1)C=1C=NNC1)C)(C)C N-(3-(5-(2-hydroxy-2-methylpropoxy)pyridin-2-yl)-1-methyl-1H-pyrazol-4-yl)-5-(1H-pyrazol-4-yl)furan-2-carboxamide